CC1(OCCC(C1)N1C[C@@H]2[C@H](C1)CC(C2)NC=2SC(=CN2)C2=CC=CC=C2)C N-((3aR,5s,6aS)-2-(2,2-dimethyltetrahydro-2H-pyran-4-yl)octahydrocyclopenta[c]pyrrol-5-yl)-5-phenylthiazol-2-amine